ClC=1C(N(N=CC1OCC1=CC=C(C=C1)COCCF)C1CCCCC1)=O 4-chloro-2-cyclohexyl-5-((4-((2-fluoroethoxy)methyl)benzyl)oxy)pyridazin-3(2H)-one